2,6-bis(4-amino-2-trifluoromethylphenyl)anthracene NC1=CC(=C(C=C1)C1=CC2=CC3=CC=C(C=C3C=C2C=C1)C1=C(C=C(C=C1)N)C(F)(F)F)C(F)(F)F